tert-butyl [2-({4-[3-(3-chloro-2-methoxyanilino)-4-oxo-4,5,6,7-tetrahydro-1H-pyrrolo[3,2-c]pyridin-2-yl]pyridin-3-yl}oxy)ethyl]carbamate ClC=1C(=C(NC2=C(NC3=C2C(NCC3)=O)C3=C(C=NC=C3)OCCNC(OC(C)(C)C)=O)C=CC1)OC